tert-butyl [(2S)-1-{[bis(4-chlorobenzyl) carbamoyl]oxy}hexan-2-yl]carbamate ClC1=CC=C(CN(C(=O)OC[C@H](CCCC)NC(OC(C)(C)C)=O)CC2=CC=C(C=C2)Cl)C=C1